C(C)C1C(=C(C(C(=C1C(=O)O)NC1=CC=CC=C1)CC)C(=O)O)NC1=CC=CC=C1 diethyl-2,5-dianilino-3,6-dihydroterephthalic acid